pyrimidinyl-pyrazine N1=C(N=CC=C1)C1=NC=CN=C1